C=C1C(=O)OCCC1 methylene-δ-valerolactone